4-amino-3-(3-(dimethylamino)propoxy)-N-(3-(1-methyl-6-(trifluoromethyl)-1H-benzo[d]imidazol-5-yl)phenyl)benzamide NC1=C(C=C(C(=O)NC2=CC(=CC=C2)C2=CC3=C(N(C=N3)C)C=C2C(F)(F)F)C=C1)OCCCN(C)C